ClC1=C(C=C(C=C1)F)N(C(C)=O)C1=NC=CC(=C1)NC(CC1=C(C=CC=C1)Cl)=O N-(2-chloro-5-fluorophenyl)-N-{4-[2-(2-chlorophenyl)acetamido]pyridin-2-yl}acetamide